methyl (8S)-7-[2-(5-bromo-1-oxo-isoindolin-2-yl)acetyl]-1,4-dioxa-7-azaspiro[4.4]nonane-8-carboxylate BrC=1C=C2CN(C(C2=CC1)=O)CC(=O)N1CC2(OCCO2)C[C@H]1C(=O)OC